CN(C=1C=NC=CC1)C 3-dimethylaminopyridine